Bromohexylfluorene BrCCCCCCC1=CC=CC=2C3=CC=CC=C3CC12